(S)-benzyl 3-((7-(((3-azabicyclo[3.2.1]octan-8-yl)methyl)amino)-3-isopropylpyrazolo[1,5-a]pyrimidin-5-yl)oxy)piperidine-1-carboxylate C12CNCC(CC1)C2CNC2=CC(=NC=1N2N=CC1C(C)C)O[C@@H]1CN(CCC1)C(=O)OCC1=CC=CC=C1